N[C@H](CC1=C(C2=NC(=CC(=C2S1)NCC=1SC=CN1)Cl)C)C 2-[(2S)-2-aminopropyl]-5-chloro-3-methyl-N-[(1,3-thiazol-2-yl)methyl]thieno[3,2-b]pyridin-7-amine